C1(CC1)C=1N=C(C(=NC1)C(=O)O)NC(=O)N1C[C@](CC1)(C1=NC=NS1)C1=CC(=C(C=C1)C)F |o1:17| (R or S)-5-cyclopropyl-3-(3-(3-fluoro-4-methylphenyl)-3-(1,2,4-thiadiazol-5-yl)pyrrolidine-1-carboxamido)pyrazine-2-carboxylic acid